4-hydroxy-1-((2R,4S,5R)-4-hydroxy-5-(hydroxymethyl)tetrahydrofuran-2-yl)-5-iodopyrimidin-2(1H)-one OC1=NC(N(C=C1I)[C@@H]1O[C@@H]([C@H](C1)O)CO)=O